OC[C@@H](CCO)NC(OCC1=CC=CC=C1)=O benzyl (R)-(1,4-dihydroxybutan-2-yl)carbamate